(3-amino-1-bicyclo[1.1.1]pentyl)methanol tert-butyl-3-fluoro-4-hydroxypiperidine-1-carboxylate C(C)(C)(C)C1N(CCC(C1F)O)C(=O)OCC12CC(C1)(C2)N